C1(=CC=CC=C1)C1=NN(C2=CC(=CC=C12)COC1=CC=C(C=C1)C(CC(=O)O)C)CCC 3-(4-((3-phenyl-1-propyl-1H-indazol-6-yl)methoxy)phenyl)butanoic acid